5-chloro-1-(2H3)methyl-1'-{2-[(2-methyl-1-oxo-2,3-dihydro-1H-isoindol-5-yl)oxy]ethyl}-1,2-dihydrospiro[indole-3,4'-piperidin]-2-one ClC=1C=C2C(=CC1)N(C(C21CCN(CC1)CCOC=1C=C2CN(C(C2=CC1)=O)C)=O)C([2H])([2H])[2H]